S(C)(=O)(=O)O.ONC(=O)C=1C=NC=NC1 N-hydroxy-5-pyrimidinecarboxamide mesylate